3-tert-butyl-1-{1-[(2-cyano-3-methylphenyl)methyl]-2-oxo-3,4-dihydroquinolin-6-yl}urea C(C)(C)(C)NC(NC=1C=C2CCC(N(C2=CC1)CC1=C(C(=CC=C1)C)C#N)=O)=O